N,N,N-trimethyl-N-butylammonium tetrafluoroborate F[B-](F)(F)F.C[N+](CCCC)(C)C